FC1=C(CN2CCNCC2)C=CC=C1[N+](=O)[O-] 4-(2-Fluoro-3-nitrobenzyl)piperazin